ClC=1C=C(C(=NC1)C=1C=NC=CC1)N 5-chloro-2-(pyridine-3-yl)pyridine-3-amine